BrC(N1C(=NC2=C1C=1OC(=CC(C1C=C2)=O)C2=CC=C(C#N)C=C2)C(F)(F)F)(F)F 4-(1-(bromodifluoromethyl)-6-oxo-2-(trifluoromethyl)-1,6-dihydrochromeno[7,8-d]imidazol-8-yl)benzonitrile